ClC1=NC(=C2C(N1)=NC=C2Cl)Cl 2,4,5-trichloropyrrolo[2,3-d]pyrimidine